di-tert-butyl peroxide C(C)(C)(C)OOC(C)(C)C